(R)-4-(4-(2,4-difluorophenyl)-7-methylpteridin-2-yl)-2-((R)-tetrahydrofuran-3-yl)morpholine FC1=C(C=CC(=C1)F)C1=NC(=NC2=NC(=CN=C12)C)N1C[C@H](OCC1)[C@H]1COCC1